1,1-dimethylethyl N-[(1R,2R,4S)-4-benzoyl-2-methoxy-cyclohexyl]-N-methyl-carbamate C(C1=CC=CC=C1)(=O)[C@@H]1C[C@H]([C@@H](CC1)N(C(OC(C)(C)C)=O)C)OC